N-[2-[4-[3-(2,6-dioxo-3-piperidyl)-1-methyl-indazol-6-yl]-3,3-difluoro-1-piperidyl]ethyl]-5-fluoro-7-hydroxy-6-(1,1,4-trioxo-1,2,5-thiadiazolidin-2-yl)naphthalene-2-carboxamide O=C1NC(CCC1C1=NN(C2=CC(=CC=C12)C1C(CN(CC1)CCNC(=O)C1=CC2=CC(=C(C(=C2C=C1)F)N1S(NC(C1)=O)(=O)=O)O)(F)F)C)=O